BrC1=NOC(C1)C1=C(C=C(C=C1F)C)Br 3-bromo-5-(2-bromo-6-fluoro-4-methylphenyl)-4,5-dihydro-1,2-oxazole